CC(CN1CCCCC1)CC 1-(2-methylbutyl)piperidin